6-hydroxy-2-(1-methyl-1H-pyrazol-4-yl)pyrimidine-4-carboxylic acid OC1=CC(=NC(=N1)C=1C=NN(C1)C)C(=O)O